BrC=1C=C(C=C(C1)Br)C#C 3,5-dibromophenylacetylene